ClS(=O)(=O)C=1C(=C(NC1C)C)C(=O)OC methyl 4-(chlorosulfonyl)-2,5-dimethyl-1H-pyrrole-3-carboxylate